8-cyclobutoxy-7-(1H-pyrazol-4-yl)-[1,2,4]triazolo[1,5-a]pyridin-2-amine C1(CCC1)OC=1C=2N(C=CC1C=1C=NNC1)N=C(N2)N